4-(benzyloxy)-3-methoxy-2-nitrobenzonitrile C(C1=CC=CC=C1)OC1=C(C(=C(C#N)C=C1)[N+](=O)[O-])OC